C1(CC1)C=1C=C2C(=CC(=NC2=C(C1C=1C2=CN(N=C2C=C(C1C)F)C(C1=CC=CC=C1)(C1=CC=CC=C1)C1=CC=CC=C1)O[C@@H](C)C1=CC=CC=C1)SCC)O[C@@H]1CN(CC1)C(=O)[O-] (3S)-3-[{6-cyclopropyl-2-(ethylsulfanyl)-7-[6-fluoro-5-methyl-2-(triphenylmethyl)-2H-indazol-4-yl]-8-[(1S)-1-phenylethoxy] quinolin-4-yl} oxy]pyrrolidine-1-carboxylate